(E)-N-(3-(1H-imidazol-1-yl)-1-oxo-1-((pyridin-4-ylmethyl)amino)propan-2-yl)-3-(naphthalen-2-yl)acrylamide N1(C=NC=C1)CC(C(NCC1=CC=NC=C1)=O)NC(\C=C\C1=CC2=CC=CC=C2C=C1)=O